COC(C1=NC=C(C=C1CC#N)Br)=O 5-bromo-3-(cyanomethyl)picolinic acid methyl ester